BrC=1C=C2C(=NC1)C1=C(N2C(CCC(F)(F)F)C2=NC=CC=C2F)C(=NN1C)C(=O)OC methyl 6-bromo-1-methyl-4-(4,4,4-trifluoro-1-(3-fluoropyridin-2-yl)butyl)-1,4-dihydropyrazolo[3',4':4,5]pyrrolo[3,2-b]pyridine-3-carboxylate